N[C@@H]1COCC12CCN(CC2)C=2N(C(C=1C(N2)=NN(C1C1=C(C2=CN(N=C2C=C1)C)Cl)CC1=CC=C(C=C1)OC)=O)C 6-[(4S)-4-amino-2-oxa-8-azaspiro[4.5]decan-8-yl]-3-(4-chloro-2-methyl-2H-indazol-5-yl)-2-[(4-methoxyphenyl)methyl]-5-methyl-2H,4H,5H-pyrazolo[3,4-d]pyrimidin-4-one